3-(Dimethylamino)-N-(4-methyl-3-(7-(methylamino)-1,6-naphthyridin-3-yl)phenyl)benzamide CN(C=1C=C(C(=O)NC2=CC(=C(C=C2)C)C=2C=NC3=CC(=NC=C3C2)NC)C=CC1)C